O(C1=CC=CC=C1)C1=CC=CC2=CC=CC=C12 1-phenoxynaphthalene